ClC=1C=C2C3=C(N(C2=C(C1)C=1C=C2C(=NC1)NC=C2)CC(F)(F)F)C=NC=C3 6-Chloro-8-(1H-pyrrolo[2,3-b]pyridin-5-yl)-9-(2,2,2-trifluoro-ethyl)-9H-pyrido[3,4-b]indole